C1(=C(C=CC=C1)N(C1=C(C=CC=C1)C1=CC=CC=2OC3=C(C21)C=CC=C3)C3=C(C=CC=C3)C3=CC=CC=C3)C=3C(=CC=CC3)C=3C(=CC=CC3)C3=CC=CC=C3 (Quaterphenylyl)(biphenylyl)(dibenzofuranylphenyl)amine